bis(2,3-epoxypropoxy) ethylene tert-butyl (2R,3S,4S)-3-(acetyloxy)-2-[(4-azidophenyl)methyl]-4-[(tert-butoxycarbonyl)oxy]pyrrolidine-1-carboxylate C(C)(=O)O[C@H]1[C@H](N(C[C@@H]1OC(=O)OC(C)(C)C)C(=O)OC(C)(C)C)CC1=CC=C(C=C1)N=[N+]=[N-].C(C1CO1)OC=COCC1CO1